5-methoxy-8-methyl-4-(4,4,4-trifluorobutyl)-2-(trifluoromethyl)quinazoline COC1=C2C(=NC(=NC2=C(C=C1)C)C(F)(F)F)CCCC(F)(F)F